5-[3,5-dimethyl-1-(2-trimethylsilylethoxymethyl)pyrazol-4-yl]-6-fluoro-pyridin-2-amine CC1=NN(C(=C1C=1C=CC(=NC1F)N)C)COCC[Si](C)(C)C